NC1=CC(=C(OC2=CC3=C(C(NCCC3)=O)C=C2)C(=C1)Cl)Cl 7-(4-amino-2,6-dichlorophenoxy)-2,3,4,5-tetrahydro-1H-benzo[c]azepin-1-one